1-bromo-3-(4-(2-chloroethyl)phenoxy)-2-methylbenzene BrC1=C(C(=CC=C1)OC1=CC=C(C=C1)CCCl)C